C1(CC1)S(=O)(=O)C=1C=C(C(=NC1)C(=O)NC1=NC(=NC(=C1)C)N1CCC(CC1)(F)F)N1CCC2(CC2)CC1 5-(Cyclopropylsulfonyl)-N-(2-(4,4-difluoropiperidin-1-yl)-6-methylpyrimidin-4-yl)-3-(6-azaspiro[2.5]octan-6-yl)picolinamid